tert-Butyl 3-[4-(cyclopropanecarbonyl)piperazine-1-carbonyl]azetidine-1-carboxylate C1(CC1)C(=O)N1CCN(CC1)C(=O)C1CN(C1)C(=O)OC(C)(C)C